C1=CC=CC=2C3=CC=CC=C3N(C12)C=1C=CC=2OC3=CC=CC(=C3C2C1)Cl 3-(carbazol-9-yl)-5-chloro-9-oxafluorene